OC1=C(C=C(C=C1CO)C(C(F)(F)F)(C(F)(F)F)C1=CC(=C(C(=C1)CO)O)CO)CO 2,2-bis(4-hydroxy-3,5-dihydroxymethylphenyl)-1,1,1,3,3,3-Hexafluoropropane